C(#N)C=1C=C(C=CC1F)NC(=O)N1CC=2C(=NN3C2C(N(C[C@@H](C3)F)C)=O)CC1 (S)-N-(3-cyano-4-fluorophenyl)-8-fluoro-10-methyl-11-oxo-1,3,4,7,8,9,10,11-octahydro-2H-pyrido[4',3':3,4]Pyrazolo[1,5-a][1,4]Diazepine-2-amide